FC=1C=C(C(=C(N)C1)OC)Br 5-fluoro-3-bromo-2-methoxyaniline